4-benzyloxy-1H-pyrazolo[3,4-d]pyrimidine C(C1=CC=CC=C1)OC1=C2C(=NC=N1)NN=C2